[N+](=O)(O)[O-].N(=NC(C)(C)N)C(C)(C)N 2,2'-azobis(2-aminopropane) nitrate salt